6-((dimethyl(octyl)silyl)oxy)-N-(6-((dimethyl(octyl)silyl)oxy)-6-(octyloxy)hexyl)-6-(octyloxy)-N-(prop-2-yn-1-yl)hexan-1-amine C[Si](OC(CCCCCN(CC#C)CCCCCC(OCCCCCCCC)O[Si](CCCCCCCC)(C)C)OCCCCCCCC)(CCCCCCCC)C